O=C1N(C(C2=CC=CC=C12)=O)CC(=O)Cl 2-(1,3-dioxo-isoindol-2-yl)-acetyl chloride